ClC=1C=NC(=C2C(C=C(N(C12)C1=C(C=CC=C1Cl)Cl)C(=O)O)=O)OCC(CO)O 8-chloro-1-(2,6-dichlorophenyl)-5-(2,3-dihydroxypropoxy)-4-oxo-1,4-dihydro-1,6-naphthyridine-2-carboxylic acid